trans-1,2-dimethylcyclopentane C[C@H]1[C@@H](CCC1)C